1,1,1-TRIFLUOROETHAN FC(C)(F)F